N-(2,2-dihydroxyethyl)dodecylamine OC(CNCCCCCCCCCCCC)O